N-(4-fluorophenyl)-4-piperazin-1-ylbenzamide FC1=CC=C(C=C1)NC(C1=CC=C(C=C1)N1CCNCC1)=O